2-[6-(5-chloro-2-{[(2S)-1-hydroxybut-2-yl]amino}pyrimidin-4-yl)-1-oxo-2,3-dihydro-1H-isoindol-2-yl]-N-[(1R)-1-(3-methoxyphenyl)ethyl]acetamide ClC=1C(=NC(=NC1)N[C@H](CO)CC)C1=CC=C2CN(C(C2=C1)=O)CC(=O)N[C@H](C)C1=CC(=CC=C1)OC